ethylene glycol mono-2-ethyl-hexyl ether C(C)C(COCCO)CCCC